BrC1=C(C=C(C(=C1)OC1=C(C=CC=C1)F)C)N=CN(C)CC N'-[2-bromo-4-(2-fluorophenoxy)-5-methylphenyl]-N-ethyl-N-methyl-formamidine